ClC=1C(=CC(=C(C(=O)NS(=O)(=O)C)C1)F)N1N=C(C2=CC(=CC=C12)Cl)C#CC(C)(C)O 5-chloro-4-(5-chloro-3-(3-hydroxy-3-methylbut-1-yn-1-yl)-1H-indazol-1-yl)-2-fluoro-N-(methylsulfonyl)benzamide